O=CCCCC(=O)OCCCCCCCCC nonyl 5-oxopentanoate